BrC=1C=C2CCN(C(C2=CC1OCCN1CCOCC1)=O)C1=CC(=C(C=C1)OCOCCOC)[N+](=O)[O-] 6-bromo-2-(4-((2-methoxyethoxy)methoxy)-3-nitrophenyl)-7-(2-morpholinoethoxy)-3,4-dihydroisoquinolin-1(2H)-one